FC1=C(C=CC=C1)C1=CC=C(C=C1)C(=O)NC12CC3(C[C@@H](C[C@H](C1)C3)C2)NC(OC(C)(C)C)=O tert-butyl ((1s,3r,5R,7S)-3-(2'-fluoro-[1,1'-biphenyl]-4-carboxamido)adamantan-1-yl)carbamate